tert-butyl-4-[(4-bromo-3,6-dihydro-2H-pyridin-1-yl)methyl]piperidine-1-carboxylate C(C)(C)(C)OC(=O)N1CCC(CC1)CN1CCC(=CC1)Br